C(C)OC1CCC(CC1)O (1s,4s)-4-ethoxycyclohexan-1-ol